7-Chloro-4-oxo-1,4-dihydroquinoline-3-carbonitrile ClC1=CC=C2C(C(=CNC2=C1)C#N)=O